N1=C(C(=CC=C1)C1=NC2=C3C(=CC=C2C(=N1)C1=CC=CC=C1)C=CC=C3)C3=NC1=C2C(=CC=C1C(=N3)C3=CC=CC=C3)C=CC=C2 2,2'-(pyridine-2,3-diyl)bis(4-phenylbenzo[H]quinazoline)